FC=1C(NC(N(C1)[C@H]1C[C@@H]2OP(OC[C@H]2O1)(=O)OCCCC1=C(C=CC=C1)F)=O)=O 5-Fluoro-1-((4aR,6R,7aS)-2-(3-(2-fluorophenyl)propyloxy)-2-oxidotetrahydro-4H-furo[3,2-d][1,3,2]dioxaphosphinin-6-yl)pyrimidine-2,4(1H,3H)-dione